7-bromo-6-chloro-1-(2-isopropylphenyl)pyrido[3,2-d]pyrimidine-2,4(1H,3H)-dione BrC1=CC=2N(C(NC(C2N=C1Cl)=O)=O)C1=C(C=CC=C1)C(C)C